8-azido-1-bromo-3-(3-iodophenyl)octan-2-one N(=[N+]=[N-])CCCCCC(C(CBr)=O)C1=CC(=CC=C1)I